ClC1=CC=2N(C(=C1)C(=O)N[C@@H](C)C1=CC=C(C(=O)O)C=C1)C(=CN2)OC2=CC=C(C=C2)C(F)(F)F 4-((1S)-1-{[7-chloro-3-(4-trifluoromethylphenoxy)imidazo[1,2-a]pyridine-5-carbonyl]amino}ethyl)benzoic acid